N,N-bis(6-hydroxyhexyl)-2-nitrobenzenesulfonamide OCCCCCCN(S(=O)(=O)C1=C(C=CC=C1)[N+](=O)[O-])CCCCCCO